{6-[endo-3-amino-3-methyl-8-azabicyclo[3.2.1]octan-8-yl]-3-(5-chloro-3-methoxyquinoxalin-6-yl)-1H-pyrazolo[3,4-b]pyrazin-5-yl}methanol NC1(CC2CCC(C1)N2C2=C(N=C1C(=N2)NN=C1C=1C(=C2N=C(C=NC2=CC1)OC)Cl)CO)C